ClC=1C(=C2C(=CC=NC2=CC1)O)F 6-chloro-5-fluoro-quinolin-4-ol